((chloromethyl)phenyl)trimethoxysilane ClCC1=C(C=CC=C1)[Si](OC)(OC)OC